(R)-4-[ethyl-(4-fluoro-3-methoxy-phenyl)-amino]-methyl-4,5-dihydro-oxazol-2-ylamine C(C)N([C@@H]1N=C(OC1)NC)C1=CC(=C(C=C1)F)OC